C(C)(C)C=1N(N=C2C=CC(=CC12)C1=NC(=NC=C1)NC=1C(OC=CC1NCCCOC)=O)C ((4-(3-isopropyl-2-methyl-2H-indazol-5-yl)pyrimidin-2-yl)amino)-4-((3-methoxypropyl)amino)-2H-pyran-2-one